N-({4-chloro-1H,3H-furo[3,4-c]quinolin-7-yl}methyl)-2-cyclopropyl-N-(1-cyclopropyl-3-methoxy-1H-pyrazol-4-yl)pyrimidine-5-carboxamide ClC1=NC=2C=C(C=CC2C2=C1COC2)CN(C(=O)C=2C=NC(=NC2)C2CC2)C=2C(=NN(C2)C2CC2)OC